C[C@@H]1N(CCOC1)C=1N=C(C2=C(N1)N=C(C=C2)C=2C=CC(=C(C2)CO)OC)N2[C@H](COCC2)C (5-{2,4-bis[(3S)-3-methylmorpholin-4-yl]pyrido[2,3-d]pyrimidin-7-yl}-2-methoxyphenyl)methanol